C(C)NC1CCN(CC1)C=1C2=CN(N=C2C(=CC1)C(=O)NC1=CC2=CN(N=C2C(=C1)CNS(=O)(=O)C)C)C 4-[4-(ethylamino)-1-piperidyl]-N-[7-(methanesulfonamidomethyl)-2-methyl-indazol-5-yl]-2-methyl-indazole-7-carboxamide